C(C(C)C)(N)=N isobutyrimidamide